2-((2-methoxy-4-(4-methylpiperazin-1-yl)phenyl)amino)quinazolin COC1=C(C=CC(=C1)N1CCN(CC1)C)NC1=NC2=CC=CC=C2C=N1